OP(O)(=O)OP(=O)(O)O.NC1NC2=NC=C(N=C2C(=N1)O)CO 2-amino-4-hydroxy-6-hydroxymethyldihydropteridine diphosphate